n-propyloxycarboxylic acid C(CC)OC(=O)O